Trans-rac-2,2-dichloro-N-(4-chloro-3-(2-methoxyacetamido)phenyl)-3-(3,5-dichlorophenyl)cyclopropane-1-carboxamide tert-butyl-(R)-2-benzyl-4-(methylsulfonyl)piperazine-1-carboxylate C(C)(C)(C)OC(=O)N1[C@@H](CN(CC1)S(=O)(=O)C)CC1=CC=CC=C1.ClC1([C@H]([C@@H]1C1=CC(=CC(=C1)Cl)Cl)C(=O)NC1=CC(=C(C=C1)Cl)NC(COC)=O)Cl |&1:26,27|